OCC1(CC1)COC1NC(C2=CC(=CC=C12)C(C)(C)O)=O 3-{[1-(hydroxymethyl)cyclopropyl]methoxy}-6-(2-hydroxypropan-2-yl)-2,3-dihydro-1H-isoindol-1-one